CC1(OB(OC1(C)C)C1=CC=NC=C1)C 4-(4,4,5,5-tetramethyl-1,3,2-dioxaborolane-2-yl)pyridine